4-amino-N-cyclopropyl-1-methyl-N-((5-(trifluoromethyl)pyridin-2-yl)methyl)imidazo[1,5-a]quinoxaline-8-formamide NC=1C=2N(C3=CC(=CC=C3N1)C(=O)N(CC1=NC=C(C=C1)C(F)(F)F)C1CC1)C(=NC2)C